6-((6-methyl-2-oxo-7-phenyl-2,3-dihydro-1H-imidazo[4,5-c]pyridin-1-yl)methyl)pyridine-3-sulfonamide CC1=C(C2=C(C=N1)NC(N2CC2=CC=C(C=N2)S(=O)(=O)N)=O)C2=CC=CC=C2